tert-butyl (4-(2-((1H-indazol-4-yl)amino)ethoxy)butyl)carbamate N1N=CC2=C(C=CC=C12)NCCOCCCCNC(OC(C)(C)C)=O